C(C1=CC=CC=C1)(=O)N1C(CC(C=C1\C=C\C1=C(C=C(C=C1)O)OC)=C(C#N)C#N)C1=CC=CC=C1 (E)-2-(1-benzoyl-6-(4-hydroxy-2-methoxystyryl)-2-phenyl-2,3-dihydropyridin-4(1H)-ylidene)malononitrile